N[C@H](C(=O)OC(C)(C)C)CC#C tert-butyl (2S)-2-amino-4-pentynoate